methyl 5-bromo-1-cyclopropyl-2-oxopyridine-3-carboxylate BrC=1C=C(C(N(C1)C1CC1)=O)C(=O)OC